4-bromobenzenesulfonyl chloride BrC1=CC=C(C=C1)S(=O)(=O)Cl